C(C)(C)(C)OC(NC=1SC2=C(N1)C(=CC=C2F)C2=C(C=C1C(=NC=NC1=C2F)NCC2(CCC2)N(C)C)Cl)=O tert-Butyl(4-(6-chloro-4-(((1-(dimethylamino)cyclobutyl)methyl)amino)-8-fluoroquinazolin-7-yl)-7-fluorobenzo[d]thiazole-2-yl)carbamate